4-fluorophenylalanine FC1=CC=C(C[C@H](N)C(=O)O)C=C1